FC(S(=O)(=O)OC=1CC2(CN(C2)C(=O)OC(C)(C)C)CC1)(F)F tert-Butyl 6-(((trifluoromethyl)sulfonyl)oxy)-2-azaspiro[3.4]oct-6-ene-2-carboxylate